4-(1-methyl-1H-pyrazol-3-yl)-1H-pyrrole-2,3-dicarboxylic acid diethyl ester C(C)OC(=O)C=1NC=C(C1C(=O)OCC)C1=NN(C=C1)C